tert-butyl ((3-(((RS)-6-((4,4-difluorocyclohexyl)amino)hexan-2-yl)oxy)-5-methylpyrazin-2-yl)sulfonyl)-L-prolinate FC1(CCC(CC1)NCCCC[C@@H](C)OC=1C(=NC=C(N1)C)S(=O)(=O)N1[C@@H](CCC1)C(=O)OC(C)(C)C)F |&1:12|